5-[(1R)-1-(3,5-dimethylpyridazin-4-yl)ethoxy]-3-(3-isopropoxy-5-methoxy-phenyl)-1H-indazole CC=1N=NC=C(C1[C@@H](C)OC=1C=C2C(=NNC2=CC1)C1=CC(=CC(=C1)OC)OC(C)C)C